ClC=1C=C2C(=NC1C1=NC=CC=N1)N(C=C2)C 5-chloro-1-methyl-6-(pyrimidin-2-yl)-1H-pyrrolo[2,3-b]pyridine